4-mercaptomethyl-3,6-dithiaoctane-1,8-dithiol SCC(SCCS)CSCCS